dihydro-furan-2,5-dione O1C(CCC1=O)=O